2-(8-(methoxymethyl)-5-oxothieno[3',2':4,5]pyrrolo[1,2-d][1,2,4]triazin-6(5H)-yl)acetic acid ethyl ester C(C)OC(CN1N=C(N2C(C1=O)=CC1=C2SC=C1)COC)=O